butyl-2-oxo-butanoate C(CCC)OC(C(CC)=O)=O